(Phenylquinazolinyl)(terphenylyl)indolocarbazole C1(=CC=CC=C1)C1=NC(=NC2=CC=CC=C12)C=1C(=C2C(=CC1)N=C1C=CC3=C4C=CC=CC4=NC3=C12)C1=C(C=CC=C1)C=1C(=CC=CC1)C1=CC=CC=C1